C1(C(CCCC1)N(CC(=O)O)CC(=O)O)N(CC(=O)O)CC(=O)O 2,2',2'',2'''-((cyclohexane-1,2-diyl)bis(nitrilo))tetraacetic acid